tetrafluoroBoric acid F[B-](F)(F)F.[H+]